4-[7-(1-acetyl-3-cyano-azetidin-3-yl)imidazo[1,2-a]pyridin-3-yl]-N-cyclopropyl-2-(difluoromethoxy)-6-methoxy-benzamide C(C)(=O)N1CC(C1)(C#N)C1=CC=2N(C=C1)C(=CN2)C2=CC(=C(C(=O)NC1CC1)C(=C2)OC)OC(F)F